C(C)OC(C[C@@H]([C@@H](C)NC(CN1C(C(C2=C(C(=CC(=C12)F)C1CC1)F)(C)C)=O)=O)C(F)(F)F)=O (3S,4R)-4-[2-(5-cyclopropyl-4,7-difluoro-3,3-dimethyl-2-oxoindol-1-yl)acetamido]-3-(trifluoromethyl)pentanoic acid ethyl ester